4-[3-(benzyloxy)prop-1-yn-1-yl]-7-(1H-pyrazol-3-yl)quinolone C(C1=CC=CC=C1)OCC#CC1=CC(NC2=CC(=CC=C12)C1=NNC=C1)=O